C(C1=CC=CC=C1)NC(OC1CCN(CC1)C=1SC(=CN1)C1=C(C=C(C=C1)NC(=O)OC[C@@H]1N(CCC1)C)S(NC(C)(C)C)(=O)=O)=O [1-[5-[2-(tert-butylsulfamoyl)-4-[[(2R)-1-methylpyrrolidin-2-yl]methoxycarbonylamino]phenyl]thiazol-2-yl]-4-piperidyl] N-benzylcarbamate